8(Z)-heptadecenyl-3-(2-hydroxyethyl)imidazolinium chloride [Cl-].C(CCCCCC\C=C/CCCCCCCC)[NH+]1CN(CC1)CCO